N-(((1r,3r)-3-methoxycyclobutyl)methyl)benzamide COC1CC(C1)CNC(C1=CC=CC=C1)=O